hexamethylcyclotrisilox-ane C[Si]1(O[Si](O[Si](O1)(C)C)(C)C)C